benzyl 4-(3-(1-methoxyisoquinolin-3-yl)cyclopent-2-en-1-yl)piperazine-1-carboxylate COC1=NC(=CC2=CC=CC=C12)C1=CC(CC1)N1CCN(CC1)C(=O)OCC1=CC=CC=C1